1-bromo-2-ferrocenyl-4,5-xylene BrC1=C(C=C(C(=C1)C)C)[C-]1C=CC=C1.[CH-]1C=CC=C1.[Fe+2]